1-(2-nitrophenyl)ethanone [N+](=O)([O-])C1=C(C=CC=C1)C(C)=O